ClC=1C=C(C=NC1)S(=O)(=N)C1=CC=C(C(=O)NC2=C(C=CC(=C2)C2=CC=C(C=C2)F)NC(OC(C)(C)C)=O)C=C1 tert-butyl N-[2-[[4-[(5-chloro-3-pyridyl) sulfonimidoyl]benzoyl]amino]-4-(4-fluorophenyl)phenyl]carbamate